N1=C(C=C(C2=CC=CC=C12)C(=O)O)C1=NC2=CC=CC=C2C(=C1)C(=O)O biquinoline-4,4'-dicarboxylic acid